2-(2,5-Diazabicyclo[2.2.2]oct-2-yl)-5-(4-chloro-2-methyl-2H-indazol-5-yl)-3-methyl-3,7-dihydro-4H-pyrrolo[2,3-d]pyrimidin-4-one C12N(CC(NC1)CC2)C=2N(C(C1=C(N2)NC=C1C1=C(C2=CN(N=C2C=C1)C)Cl)=O)C